(R)-(1,3-Dimethyl-azetidin-3-yl)-[3-(5-methyl-[1,3,4]oxadiazol-2-yl)-phenyl]-(4-trifluoromethoxy-phenyl)-methanol CN1CC(C1)(C)[C@@](O)(C1=CC=C(C=C1)OC(F)(F)F)C1=CC(=CC=C1)C=1OC(=NN1)C